C(#N)N=C(NCCCCCC1CN(CC1)C(=O)C1NCCC1)NC1=C(C=NC=C1)F 2-cyano-1-(5-(1-(2-pyrrolidinylformyl)pyrrolidine-3-yl)pentyl)-3-(3-fluoro-4-pyridinyl)guanidine